ClC1=C(C=CC=C1)C1=C(C=C2C(=N1)NCS2)C 5-(2-chlorophenyl)-6-methyl-2,3-dihydro[1,3]thiazolo[4,5-b]pyridine